tert-butyl [(1r,4r)-4-(2-aminoethyl)cyclohexyl]carbamate NCCC1CCC(CC1)NC(OC(C)(C)C)=O